5-Chloro-1-isopropyl-3-(5-methylisoxazol-3-yl)-1H-pyrazole-4-carbaldehyde ClC1=C(C(=NN1C(C)C)C1=NOC(=C1)C)C=O